N12CC(C(CC1)CC2)N(C(O)=O)[C@H]2C(CC1=CC(=CC=C21)C=2C=C(C=CC2)C2=CC=CC=C2)(C)C.ClP(C2=CC=CC=C2)Cl dichloro(phenyl)phosphine (S)-quinuclidin-3-yl-(5-([1,1'-biphenyl]-3-yl)-2,2-dimethyl-2,3-dihydro-1H-inden-1-yl)carbamat